CN1CCN(CC1)CCCONC1=CC=C(C=C1)OC 3-(4-methylpiperazine-1-yl)propoxy-4-methoxyaniline